(R)-2,6-difluoro-4-((1,1,1-trifluorobutan-2-yl)amino)benzoic acid FC1=C(C(=O)O)C(=CC(=C1)N[C@@H](C(F)(F)F)CC)F